N1C=C(C2=CC=CC=C12)CC(C)(N)C 1-(1H-indol-3-yl)-2-methylpropan-2-amine